NCC1CC(C1)C(=O)N1CCN(CC1)C(=O)C1=C(C=C(C=C1)NC(=O)C=1N(C(=CN1)C1=C(C(=C(C=C1)OC)F)F)C)Cl N-[4-[4-[3-(aminomethyl)cyclobutanecarbonyl]piperazine-1-carbonyl]-3-chloro-phenyl]-5-(2,3-difluoro-4-methoxy-phenyl)-1-methyl-imidazole-2-carboxamide